ClC1=NC=C(C(=N1)CC1=CC=C(C=C1)C=1N(C=C(N1)C(F)(F)F)C)OCC 2-chloro-5-ethoxy-4-(4-(1-methyl-4-(trifluoromethyl)-1H-imidazol-2-yl)benzyl)pyrimidine